(3S)-1-(2-(2,6-dioxopiperidin-3-yl)-1,3-dioxoisoindolin-5-yl)pyrrolidine-3-carbaldehyde O=C1NC(CCC1N1C(C2=CC=C(C=C2C1=O)N1C[C@H](CC1)C=O)=O)=O